CC1=C(C=2N(C=C1C1=C(C3=C(C=C4C(=N3)C3(CCN(CC3)CC(=O)N)CO4)N1)C(C)C)N=CN2)C 2-(6-(7,8-dimethyl-[1,2,4]triazolo[1,5-a]pyridin-6-yl)-5-isopropyl-2H,7H-spiro[furo[3,2-b]pyrrolo[2,3-e]pyridine-3,4'-piperidin]-1'-yl)acetamide